C(C1=CC=CC=C1)OC(=O)N1C(CCCC1)OCC1CCNCC1 (4-piperidinylmethoxy)piperidine-1-carboxylic acid benzyl ester